Methyl trans-2-[5-(5,5-dimethyl-1,3,2-dioxaborinan-2-yl)-6-methoxy-benzothiophene-2-carbonyl]cyclopropanecarboxylate CC1(COB(OC1)C=1C(=CC2=C(C=C(S2)C(=O)[C@H]2[C@@H](C2)C(=O)OC)C1)OC)C